C(C)SC=1OC2=C(C=C(C=C2C(C1)=O)C)[C@@H](C)NC1=C(C(=O)OC(C)(C)C)C=CC=C1 tert-Butyl (R)-2-((1-(2-(ethylthio)-6-methyl-4-oxo-4H-chromen-8-yl)ethyl)amino)benzoate